(3-methylpyridin-2-yl)piperidine-1,4-dicarboxylic acid 1-tert-butyl ester 4-ethyl ester C(C)OC(=O)C1CC(N(CC1)C(=O)OC(C)(C)C)C1=NC=CC=C1C